1-Methyl-2-butylpyrrolium triflat [O-]S(=O)(=O)C(F)(F)F.C[NH+]1C(=CC=C1)CCCC